ClC=1C=C(C(=NC1)OC)S(=O)(=O)NC=1C(=C(C(=CC1)F)C=1C=NC=2N(C1)C=NC2C(=O)O)F 3-[3-(5-chloro-2-methoxypyridine-3-sulfonamido)-2,6-difluorophenyl]imidazo[1,5-a]pyrimidine-8-carboxylic acid